[Si](C)(C)(C(C)(C)C)O[C@@H]1COCC[C@H]1NC1=NC=C(C(=C1)B(O)O)Cl (2-(((3S,4R)-3-((tert-butyldimethylsilyl)oxy)tetrahydro-2H-pyran-4-yl)amino)-5-chloropyridin-4-yl)boronic acid